(3aS,6aS)-5-[4,6-dimethyl-2-(trifluoromethyl)pyrimidin-5-yl]sulfonyl-2-(2-oxaspiro[3.3]heptan-6-yl)-1,3,3a,4,6,6a-hexahydropyrrolo[3,4-c]pyrrole CC1=NC(=NC(=C1S(=O)(=O)N1C[C@H]2[C@H](C1)CN(C2)C2CC1(COC1)C2)C)C(F)(F)F